2,6-dihydroxy-5'-methyl-4-pentyl-N-(pyridin-3-yl)-1',2',3',4'-tetrahydro-[1,1'-biphenyl]-3-sulfonamide OC1=C(C(=CC(=C1S(=O)(=O)NC=1C=NC=CC1)CCCCC)O)C1CCCC(=C1)C